C1(CC1)CNCC[C@@H]1[C@H]([C@@H](CC=2NC3=CC=CC=C3C12)C1=CC=C(C=C1)OC)NC (2S,3S,4S)-4-{2-[(Cyclopropylmethyl)amino]ethyl}-2-(4-methoxyphenyl)-N-methyl-2,3,4,9-tetrahydro-1H-carbazol-3-amine